3,6-dichloro-4-cyclopropyl-5-(trifluoromethyl)pyridazine ClC=1N=NC(=C(C1C1CC1)C(F)(F)F)Cl